IF.[Ag] silver iodofluoride